2-[3-{2-(6-hydroxybenzo[1,3]dioxole-5-yl)-2H-benzotriazole-5-yl}propanoyloxy]ethyl methacrylate C(C(=C)C)(=O)OCCOC(CCC1=CC=2C(=NN(N2)C2=CC3=C(OCO3)C=C2O)C=C1)=O